2-bromo-1-(1-methyl-1H-pyrazol-4-yl)ethan-1-one BrCC(=O)C=1C=NN(C1)C